C1CC12CCN(CC2)C(=O)C2=C(C=C(C=C2)C2=NN=C(N2)C)N2N=C(C=C2)C(F)(F)F 6-azaspiro[2.5]oct-6-yl-[4-(5-methyl-4H-1,2,4-triazol-3-yl)-2-[3-(trifluoromethyl)pyrazol-1-yl]phenyl]methanone